1,2-ethylene glycol diglycidyl ether C(C1CO1)OCCOCC1CO1